C(N)(=O)C=1C=C(C=CC1)NC(C1=C(C(=CC=C1OC1=C(C=C(C=C1)F)C)C(F)(F)F)F)=O N-(3-carbamoylphenyl)-2-fluoro-6-(4-fluoro-2-methylphenoxy)-3-(trifluoromethyl)benzamide